1-(5-(8-chloro-1-(trifluoromethyl)imidazo[1,2-a][1,6]naphthyridin-4-yl)-4-methylpyridin-2-yl)propan-1-one ClC1=NC=C2C=C(C=3N(C2=C1)C(=CN3)C(F)(F)F)C=3C(=CC(=NC3)C(CC)=O)C